3-{[(2R)-2-[(1R)-2-{[1-(1-benzothiophen-2-yl)-2-methylpropan-2-yl]amino}-1-hydroxyethyl]pyrrolidin-1-yl]methyl}benzonitrile S1C(=CC2=C1C=CC=C2)CC(C)(C)NC[C@@H](O)[C@@H]2N(CCC2)CC=2C=C(C#N)C=CC2